COC(=O)C1=CCCC(C1)=O 5-Oxocyclohex-1-ene-1-carboxylic acid methyl ester